Methyl 4-{[2-amino-4-(pentyloxy)-5H-pyrrolo[3,2-d]pyrimidin-5-yl]methyl}-3-methoxybenzoate NC=1N=C(C2=C(N1)C=CN2CC2=C(C=C(C(=O)OC)C=C2)OC)OCCCCC